CC(C)C1=C(C=CC(=C1)C(=O)O)C1=CC=C(C=C1)NC([C@@H]1N(CCC1)C(NC1=CC=C(C=C1)C(C)C)=O)=O 2-(propan-2-yl)-4'-[(1-{[4-(propan-2-yl)phenyl]carbamoyl}-D-prolyl)amino][1,1'-biphenyl]-4-carboxylic acid